N~2~-(5,6-dihydro-4H-pyrrolo[1,2-b]pyrazol-3-yl)-6-fluoro-7-(8-methyl-2,3-dihydro-1H-pyrido[2,3-b][1,4]oxazin-7-yl)quinazoline-2,5-diamine N=1N2C(=C(C1)NC1=NC=3C=C(C(=C(C3C=N1)N)F)C1=C(C3=C(OCCN3)N=C1)C)CCC2